O=C1N(C2=CC=C(C=3C2=C1C=CC3)NCCCCCCCCN3CCCCC3)C3C(NC(CC3)=O)=O 3-(2-oxo-6-((8-(piperidin-1-yl)octyl)amino)benzo[cd]indol-1(2H)-yl)piperidine-2,6-dione